C(C(=C)C)(=O)NC(=O)N N-methacryloyl-urea